tert-butyl (S)-3-((6-chloro-1-isopropyl-1H-pyrrolo[3,2-c]pyridin-4-yl)oxy)pyrrolidine-1-carboxylate ClC1=CC2=C(C(=N1)O[C@@H]1CN(CC1)C(=O)OC(C)(C)C)C=CN2C(C)C